ICCC\C=C/C\C=C/CC (3Z,6Z)-10-iodo-3,6-decadiene